tert-butyl [4-(4,4,5,5-tetramethyl-1,3,2-dioxaborolan-2-yl)pyrazol-1-yl]carboxylate CC1(OB(OC1(C)C)C=1C=NN(C1)C(=O)OC(C)(C)C)C